C1=CC=CC=2C3=CC=CC=C3C(C12)COC(=O)N[C@H](C(N[C@H](C(NCCNC(OCC1=CC=CC=C1)=O)=O)CS(=O)(=O)[O-])=O)CS(=O)(=O)[O-].[K+].[K+] dipotassium (9R,12R)-12-((((9H-fluoren-9-yl)methoxy)carbonyl)amino)-3,8,11-trioxo-1-phenyl-9-(sulfonatomethyl)-2-oxa-4,7,10-triazatridecane-13-sulfonate